C(C)(=O)C1=CC=C(C2=CC=CC=C12)C(=O)NCC(NCC(F)(F)F)=O 4-acetyl-N-{2-oxo-2-[(2,2,2-trifluoroethyl)amino]ethyl}-1-naphthalineamide